1-(3-(4-chloro-3,5-dimethylphenoxy)propyl)-4-((4-ethylphenyl)sulfonyl)-3,5-dimethyl-1H-pyrrole-2-carboxylic acid ClC1=C(C=C(OCCCN2C(=C(C(=C2C)S(=O)(=O)C2=CC=C(C=C2)CC)C)C(=O)O)C=C1C)C